Ethyl (S)-3-(3-(4-Hydroxy-1,6-dimethyl-2-oxo-1,2-dihydropyridin-3-yl)ureido)-3-(3'-methoxybiphenyl-3-yl)propanoat OC1=C(C(N(C(=C1)C)C)=O)NC(N[C@@H](CC(=O)OCC)C=1C=C(C=CC1)C1=CC(=CC=C1)OC)=O